N2-(Adamantan-1-yl)-5-(3-(2,2-difluoroethyl)-2-methyl-3H-imidazo[4,5-b]pyridin-5-yl)-N4-methylpyrrolo[2,1-f][1,2,4]triazine-2,4-diamine C12(CC3CC(CC(C1)C3)C2)NC2=NN3C(C(=N2)NC)=C(C=C3)C3=CC=C2C(=N3)N(C(=N2)C)CC(F)F